(S)-2'-chloro-6'-(5-fluoro-6-methoxy-1H-1,3-benzodiazol-2-yl)-4-(4-hydroxypiperidine-1-carbonyl)-[1,1'-biphenyl]-2-carboxylic acid ClC1=C(C(=CC=C1)C1=NC2=C(N1)C=C(C(=C2)F)OC)C=2C(=CC(=CC2)C(=O)N2CCC(CC2)O)C(=O)O